Pyrazine-2-sulfonamide N1=C(C=NC=C1)S(=O)(=O)N